1-(4-(6-chloro-7-(2-fluoro-6-hydroxyphenyl)-8-methoxyquinazolin-4-yl)piperazin-1-yl)prop-2-en-1-one ClC=1C=C2C(=NC=NC2=C(C1C1=C(C=CC=C1O)F)OC)N1CCN(CC1)C(C=C)=O